C1(CC2C(CC1)O2)CC[Si](OC2=CC=CC=C2)(C)C (3,4-epoxycyclohexyl)ethyl-dimethylphenoxysilane